(1S,2S,5R)-1-hydroxy-2-isopropyl-5-methyl-N-(2-methylphenylethyl)cyclohexane-1-carboxamide O[C@@]1([C@@H](CC[C@H](C1)C)C(C)C)C(=O)NCCC1=C(C=CC=C1)C